Oxetan-3-yl trifluoromethanesulfonate FC(S(=O)(=O)OC1COC1)(F)F